C(C)C=1SC2=C(N1)NC(=C2)C(=O)O.S2C=NC1=C2C=C(N1)C(=O)OCC ethyl 4H-pyrrolo[2,3-d]thiazole-5-carboxylate (ethyl 4H-pyrrolo[2,3-d]thiazole-5-carboxylate)